C(C)(CC)C1C(NC2=C(CN1C(=O)N1[C@@H](CCC1)C(=O)O)C=CC=C2)=O (3-(sec-butyl)-2-oxo-2,3,4,5-tetrahydro-1H-benzo[1,4]diazepine-4-carbonyl)-proline